C(N)(=N)C=1C=C(SC1)NC(=O)[C@H]1N(CC2(OCCO2)C1)C(CNC(=O)C1=CC=C(C=C1)OC1=CC=CC=C1)=O (8S)-N-(4-carbamimidoylthiophen-2-yl)-7-{2-[(4-phenoxyphenyl)formamido]acetyl}-1,4-dioxa-7-azaspiro[4.4]nonane-8-carboxamide